(1,2-ethanediyl)bisaspartic acid iron (III) disodium salt [Na+].[Na+].[Fe+3].C(CN[C@@H](CC(=O)[O-])C(=O)[O-])N[C@@H](CC(=O)[O-])C(=O)[O-]